O-phenyl O-((7-(6-fluoropyridin-3-yl)pyrazolo[1,5-a]pyridin-3-yl)methyl) thiocarbonate C(OC1=CC=CC=C1)(OCC=1C=NN2C1C=CC=C2C=2C=NC(=CC2)F)=S